N-[(2-hydroxyphenyl)methyl]-N'-(2-pyridinylmethyl)-N-(5,6,7,8-tetrahydro-8-quinolinyl)-1,4-benzenedimethanamine OC1=C(C=CC=C1)CN(CC1=CC=C(C=C1)CNCC1=NC=CC=C1)C1CCCC=2C=CC=NC12